NCC=1C(=C(C=CC1)C1=CC(=CC(=C1)N1CCC2(CC2)CC1)COC1=C(C=CC=C1)CC(=O)O)F 2-(2-((3'-(aminomethyl)-2'-fluoro-5-(6-azaspiro[2.5]octan-6-yl)-[1,1'-biphenyl]-3-yl)methoxy)phenyl)acetic acid